N1N=NC=N1 1,2,3,5-tetrazol